Iodonium hexafluorophosphate salt F[P-](F)(F)(F)(F)F.[IH2+]